ClC1=NC=C2N(C(N(C2=N1)C1CCC(CC1)O)=O)C 2-Chloro-9-(4-hydroxycyclohexyl)-7-methyl-7,9-dihydro-8H-purin-8-one